tert-butyl N-[(3R)-7-cyano-8-fluoro-5-[(6-isopropoxy-3-pyridyl)methyl]-1,1,4-trioxo-2,3-dihydro-1λ6,5-benzothiazepin-3-yl]carbamate C(#N)C=1C(=CC2=C(N(C([C@H](CS2(=O)=O)NC(OC(C)(C)C)=O)=O)CC=2C=NC(=CC2)OC(C)C)C1)F